1-((2-((2-hydroxyethyl)(methyl)amino)pyrimidin-4-yl)methyl)-4-(1-(4-(trifluoromethyl)phenyl)-1H-pyrazolo[3,4-b]pyrazin-3-yl)pyridin-2(1H)-one OCCN(C1=NC=CC(=N1)CN1C(C=C(C=C1)C1=NN(C2=NC=CN=C21)C2=CC=C(C=C2)C(F)(F)F)=O)C